CN1C(=CC2=CC(=CC=C12)C(=O)O)C 1,2-dimethyl-indole-5-carboxylic Acid